C(C)(C)(C1=CC=CC=C1)C1=CC=C(C=C1)S(=O)(=O)OC=1C=C(C=CC1)NC(=O)NC1=CC=C(C=C1)OS(=O)(=O)C1=CC=C(C=C1)C(C)(C)C1=CC=CC=C1 N-[3-(p-cumyl-phenylsulfonyloxy)phenyl]-N'-[4-(p-cumyl-phenylsulfonyloxy)phenyl]urea